OC1=CC=C(C(=O)N/N=C/C2=CC(=CC=C2)OCC2=COC3=C(C2=O)C=CC=C3)C=C1 (E)-4-hydroxy-N'-(3-((4-oxo-4H-benzopyran-3-yl)methoxy)benzylidene)benzoyl-hydrazine